C(C)(C)(C)OC(=O)N1C(CC2(CC1)OCCC1=C2SC(=C1)C=O)C 2-formyl-2'-methyl-spiro[4,5-dihydrothieno[2,3-C]pyran-7,4'-piperidine]-1'-carboxylic acid tert-butyl ester